BrC1=C(OCSCC2=NNC(N2)=S)C=CC=C1 3-[(2-Bromophenoxymethylthio)methyl]-1H-1,2,4-triazole-5(4H)-thione